C1(=CC=CC=C1)C(C(=O)OC(CCCCC)CC)=CC1=CC=CC=C1 ethylhexyl phenylcinnamate